NC1=NC=CC=2N1C(=NC2C2N(CCC2)CC#CC)C2=CC=C(C(=O)NC1=NC=CC=C1)C=C2 4-(5-amino-1-(1-(but-2-ynyl)pyrrolidin-2-yl)imidazo[1,5-c]pyrimidin-3-yl)-N-(pyridin-2-yl)benzamide